CN(C)CCCN1N=CC(=C1)[N+](=O)[O-] N,N-dimethyl-3-(4-nitro-1H-pyrazol-1-yl)propylamine